2-(1-adamantyl)acetyl chloride C12(CC3CC(CC(C1)C3)C2)CC(=O)Cl